rel-(3R,4S)-N-[4-[1-methyl-7-[4-(4-methylpiperazin-1-yl)anilino]-2-oxo-4H-pyrimido[4,5-d]pyrimidin-3-yl]-3-piperidinyl]carbamic acid tert-butyl ester C(C)(C)(C)OC(N[C@@H]1CNCC[C@@H]1N1C(N(C2=NC(=NC=C2C1)NC1=CC=C(C=C1)N1CCN(CC1)C)C)=O)=O |o1:7,12|